7-tosyl-2-((1-(3,4,5-trimethoxyphenyl)-1H-imidazol-4-yl)amino)-7H-pyrrolo[2,3-D]pyrimidine S(=O)(=O)(C1=CC=C(C)C=C1)N1C=CC2=C1N=C(N=C2)NC=2N=CN(C2)C2=CC(=C(C(=C2)OC)OC)OC